C(C=1C(C(=O)OCC=C(C)C)=CC=CC1)(=O)OCCCC(C)C phthalic acid, isohexyl 3-methylbut-2-en-1-yl ester